(2S,3S,4R,5R)-5-(6-(benzylamino)-2-(5-methoxypyridin-3-yl)-9H-purin-9-yl)-3,4-dihydroxyl-N-methyltetrahydro-thiophen-2-formamide C(C1=CC=CC=C1)NC1=C2N=CN(C2=NC(=N1)C=1C=NC=C(C1)OC)[C@H]1[C@@H]([C@@H]([C@H](S1)C(=O)NC)O)O